C(C)OC(=O)[C@@H]1CC[C@H](CC1)OCC1=C(C=C(C=C1)F)F trans-4-[(2,4-difluorobenzyl)oxy]cyclohexane-1-carboxylic acid ethyl ester